2-(1H-pyrazol-4-yl)-N-(1-{[(3R)-pyrrolidin-3-yl]methyl}-1H-pyrazol-4-yl)-1,3-thiazole-4-carboxamide N1N=CC(=C1)C=1SC=C(N1)C(=O)NC=1C=NN(C1)C[C@H]1CNCC1